ClC1=C(C=C2C=C(N=CC2=C1)NC(=O)[C@@H]1CC12CCOCC2)N2CCN(CC2)[C@@]2(COC[C@@H]2O)CC (R)-N-(7-chloro-6-(4-((3R,4R)-3-ethyl-4-hydroxytetrahydrofuran-3-yl)piperazin-1-yl)isoquinolin-3-yl)-6-oxaspiro[2.5]octane-1-carboxamide